5-Amino-3-(4-bromophenyl)-1-[2-(trifluoromethyl)tetrahydropyran-4-yl]pyrazole-4-carbonitrile NC1=C(C(=NN1C1CC(OCC1)C(F)(F)F)C1=CC=C(C=C1)Br)C#N